S(C)(=O)(=O)O.S(C)(=O)(=O)O.[N+](=O)([O-])C=1C=CC=C(C1)S(=O)(=O)N 5-nitrobenzenesulfonamide bismesylate